2-ethyl-4-sec-butylpyrrole C(C)C=1NC=C(C1)C(C)CC